dimethylsilyl-(trimethylsilyloxy)dimethylvinylsilane C[SiH](C)[SiH](C=C(C)C)O[Si](C)(C)C